1-((3R,4R)-3-(4-(pyridin-3-yl)-1H-1,2,3-triazol-1-yl)-4-(4-((trimethylsilyl)ethynyl)benzyloxy)pyrrolidin-1-yl)prop-2-en-1-one N1=CC(=CC=C1)C=1N=NN(C1)[C@@H]1CN(C[C@H]1OCC1=CC=C(C=C1)C#C[Si](C)(C)C)C(C=C)=O